OCC1=C(OC2CCN(CC2)C(CNC(=O)C2=NNC(=C2)C2=CC=CC=C2)=O)C=CC=C1 5-Phenyl-1H-pyrazole-3-carboxylic acid {2-[4-(2-hydroxymethyl-phenoxy)-piperidin-1-yl]-2-oxo-ethyl}-amide